7-((2-cyclopentylethyl)amino)-2-(((tetrahydro-2H-pyran-4-yl)thio)methyl)quinazolin C1(CCCC1)CCNC1=CC=C2C=NC(=NC2=C1)CSC1CCOCC1